C(C)(C)N1N=C(C=C1)C=1C(=C2C(=NC(=NN2C1)C=1N(C=CN1)C)NC1=NC(=CC=C1)OC)C (1-isopropyl-1H-pyrazol-3-yl)-N-(6-methoxypyridin-2-yl)-5-methyl-2-(1-methyl-1H-imidazol-2-yl)pyrrolo[2,1-f][1,2,4]triazin-4-amine